(4S,9aR)-5-Hydroxy-4-methyl-6,10-dioxo-3,4,6,9,9a,10-hexahydro-2H-1-oxa-4a,8a-diaza-anthracen OC1=C2C(N3[C@H](CCO[C@@H]3CN2C=CC1=O)C)=O